ClC=1C=C(C=CC1Cl)C=1N=C(SC1)SC=1N=NNC1C(=O)OC methyl 4-((4-(3,4-dichlorophenyl) thiazol-2-yl) thio)-1H-1,2,3-triazole-5-carboxylate